OC1=CC=C(C2=C1C(C=C(O2)C2=CC=CC=C2)=O)OC 5-hydroxy-8-methoxy-2-phenyl-benzopyran-4-one